ClC1=NC(=CC(=N1)C#N)NC1=CC(=CC(=C1)C)C 2-chloro-6-[(3,5-dimethylphenyl)amino]pyrimidine-4-carbonitrile